C(CCCCCCCC)(=O)[O-].C(C)(=O)OCC[N+](C)(C)C Acetyl-choline pelargonate